2-[(2-amino-1,3-benzothiazol-5-yl)oxy]-2,2-difluoro-N-methylacetamide NC=1SC2=C(N1)C=C(C=C2)OC(C(=O)NC)(F)F